cyclopentadienyl-(2-naphthyloxy)-titanium dichloride [Cl-].[Cl-].C1(C=CC=C1)[Ti+2]OC1=CC2=CC=CC=C2C=C1